3-(bis(4-fluorophenyl)methyl)-N-phenylpiperidine-1-sulfonamid FC1=CC=C(C=C1)C(C1CN(CCC1)S(=O)(=O)NC1=CC=CC=C1)C1=CC=C(C=C1)F